4-((4-(4-(5-methoxy-2-(1-methyl-1H-pyrazol-4-yl)-4-nitrophenyl)piperazine-1-yl)piperidin-1-yl)methyl)piperidine-1-carboxylate COC=1C(=CC(=C(C1)N1CCN(CC1)C1CCN(CC1)CC1CCN(CC1)C(=O)[O-])C=1C=NN(C1)C)[N+](=O)[O-]